(E)-8-Dodecen-1-yl-acetate C(CCCCCC\C=C\CCC)CC(=O)[O-]